5-[(E)-2-(2-fluorophenyl)vinyl]-2-isopropyl-3-methoxypyridine FC1=C(C=CC=C1)/C=C/C=1C=C(C(=NC1)C(C)C)OC